2-bromo-3-isopropoxy-6-(trifluoromethyl)pyridine BrC1=NC(=CC=C1OC(C)C)C(F)(F)F